(2-chloro-5-nitropyrimidin-4-yl)piperazine-1-carboxylic acid-2-methylpropan-2-yl ester CC(C)(C)OC(=O)N1C(CNCC1)C1=NC(=NC=C1[N+](=O)[O-])Cl